ethyl 4-hydroxy-1-methyl-6-oxo-6,7-dihydro-1H-pyrazolo[3,4-b]pyridine-5-carboxylate OC=1C2=C(NC(C1C(=O)OCC)=O)N(N=C2)C